CC(C)=C1CC2CCCN2C1 2-(propan-2-ylidene)tetrahydro-1H-pyrrolizine